1-((5-(4-(tert-butyl)phenyl)-1-(4-fluorophenyl)-1H-1,2,4-triazol-3-yl)methyl)-4,4-dimethylpiperidine C(C)(C)(C)C1=CC=C(C=C1)C1=NC(=NN1C1=CC=C(C=C1)F)CN1CCC(CC1)(C)C